FC1(CCN(CC1)C1=NC(=CC(=N1)NC=O)C)F N-[2-(4,4-difluoropiperidinyl)-6-methylpyrimidin-4-yl]Formamide